NC\C=C(\CN1N=NC2=C1C=CC=C2C=2C=C(C=CC2)S(=O)(=O)N(C)C)/F (Z)-3-(1-(4-amino-2-fluoro-but-2-en-1-yl)-1H-benzo[d][1,2,3]triazol-4-yl)-N,N-dimethylbenzenesulfonamide